4-((3-(5-(1-acryloylpiperidin-4-yl)pyrimidin-2-yl)-2-methoxyphenyl)amino)-6-(cyclopropanecarboxamido)-N-(methyl-d3)pyridazine-3-carboxamide C(C=C)(=O)N1CCC(CC1)C=1C=NC(=NC1)C=1C(=C(C=CC1)NC1=C(N=NC(=C1)NC(=O)C1CC1)C(=O)NC([2H])([2H])[2H])OC